NCCN(CCN1C(N(CC1)CCNCCNCC#N)=O)CCNCC#N 2-((2-((2-(3-(2-((2-aminoethyl)(2-((cyanomethyl)amino)ethyl)amino)ethyl)-2-oxoimidazolidin-1-yl)ethyl)amino)ethyl)amino)acetonitrile